tert-butyl (2-aminoethyl)(ethyl)carbamate NCCN(C(OC(C)(C)C)=O)CC